1-(Cyclopropylmethyl)-N-(3-(3-((4-methyl-4H-1,2,4-triazol-3-yl)methyl)oxetan-3-yl)phenyl)-2-oxo-5-(piperidin-1-ylmethyl)-1,2-dihydropyridine-3-carboxamide C1(CC1)CN1C(C(=CC(=C1)CN1CCCCC1)C(=O)NC1=CC(=CC=C1)C1(COC1)CC1=NN=CN1C)=O